3-(1-oxo-4-((2-oxo-2-(piperazin-1-yl)ethyl)amino)isoindolin-2-yl)piperidine-2,6-dione O=C1N(CC2=C(C=CC=C12)NCC(N1CCNCC1)=O)C1C(NC(CC1)=O)=O